18-norabietane C[C@H]1CCC[C@]2([C@H]1CC[C@@H]3[C@@H]2CC[C@@H](C3)C(C)C)C